FC1(OC(OC1(F)F)=C(F)F)C(F)(F)F Perfluoro(2-methylene-4-methyl-1,3-dioxolane)